3-methyl-2-(1-methyl-4-piperidyl)-7-[(3S)-3-methyl-2,3,4,5-tetrahydropyridin-6-Yl]Quinoline CC=1C(=NC2=CC(=CC=C2C1)C=1CC[C@@H](CN1)C)C1CCN(CC1)C